4'-[(2-hydroxy-5-methyl-1,3-phenylene)bis(methylene)]bis[1,3-benzenediol] OC1=C(C=C(C=C1CC1=C(C=CC=C1O)O)C)CC1=C(C=CC=C1O)O